O=C1[C@@H]2[C@H](CN1C=1SC(=CN1)C1=CC=CC=C1)CN(C2)C(=O)OC(C)(C)C tert-butyl (3aR,6aS)-4-oxo-5-(5-phenylthiazol-2-yl)hexahydropyrrolo[3,4-c]pyrrole-2(1H)-carboxylate